ClC1=C(C(=O)O)C=C(C=C1)SC=1N=NC(=C(C1C#N)C)C 2-chloro-5-[(4-cyano-5,6-dimethylpyridazin-3-yl)sulfanyl]benzoic acid